ClC1=NC=C(C(=C1)C1=C(C=NC(=C1)C)C(=O)NC=1SC2=NC(=CC=C2N1)C=1COCCC1)OC 2'-chloro-N-[5-(5,6-dihydro-2H-pyran-3-yl)-[1,3]thiazolo[5,4-b]pyridin-2-yl]-5'-methoxy-6-methyl-[4,4'-bipyridine]-3-carboxamide